O=S.[Y] Yttrium Oxysulfide